benzyl (2R)-4-(6-chloro-5-fluoro-4-{[(2,2,2-trichloroacetyl)carbamoyl]amino}pyridine-3-carbonyl)-2-methylpiperidine-1-carboxylate ClC1=C(C(=C(C=N1)C(=O)C1C[C@H](N(CC1)C(=O)OCC1=CC=CC=C1)C)NC(NC(C(Cl)(Cl)Cl)=O)=O)F